4'-((2-Butyl-4-oxo-1,3-diazaspiro[4.4]non-1-en-3-yl)methyl)-2'-(ethoxymethyl)-N-(2H-tetrazol-5-yl)-[1,1'-biphenyl]-2-carboxamide C(CCC)C1=NC2(C(N1CC1=CC(=C(C=C1)C=1C(=CC=CC1)C(=O)NC=1N=NNN1)COCC)=O)CCCC2